6-Hydroxy-2-benzylidene-1-benzofuran-3-one OC1=CC2=C(C(C(O2)=CC2=CC=CC=C2)=O)C=C1